N-[(1S)-2-[4-(3,5-dimethyl-1H-pyrazol-4-yl)anilino]-1-[(1R)-7-(1-isopropyl-5-methyl-6-oxo-3-pyridyl)tetralin-1-yl]-2-oxo-ethyl]-1-fluoro-cyclopropanecarboxamide CC1=NNC(=C1C1=CC=C(NC([C@H]([C@@H]2CCCC3=CC=C(C=C23)C2=CN(C(C(=C2)C)=O)C(C)C)NC(=O)C2(CC2)F)=O)C=C1)C